CC(C(=O)OCOP(=O)(CC1CCN(CCC1)C1=NC=NC2=CC(=C(C=C12)OC)OC)OCOC(C(C)C)=O)C ((((1-(6,7-DIMETHOXYQUINAZOLIN-4-YL)AZEPAN-4-YL)METHYL)PHOSPHORYL)BIS(OXY))BIS(METHYLENE) BIS(2-METHYLPROPANOATE)